4-methyl-1-(2-(tert-butoxycarbonyl)-1,2,3,4-tetrahydroisoquinolin-5-yl)-6,7,8,9-tetrahydro-5H-pyrido[4,3-b]Indole-4,5-dicarboxylic acid CC1(CN=C(C2=C1N(C=1CCCCC21)C(=O)O)C2=C1CCN(CC1=CC=C2)C(=O)OC(C)(C)C)C(=O)O